(+-)-trans-N-(8-amino-6-chloro-2,7-naphthyridin-3-yl)-2-(1-methylpyrazol-4-yl)cyclopropanecarboxamide NC=1N=C(C=C2C=C(N=CC12)NC(=O)[C@H]1[C@@H](C1)C=1C=NN(C1)C)Cl |r|